methyl 2-((3-((1-carbamoylcyclobutyl)carbamoyl)-2-methylbenzofuran-5-yl)oxy)-2-(2-fluorophenyl)acetate C(N)(=O)C1(CCC1)NC(=O)C1=C(OC2=C1C=C(C=C2)OC(C(=O)OC)C2=C(C=CC=C2)F)C